C(C)C(C(C(=O)O)(O)CC)(O)C(=O)O.C(C)OC(C(O)C(O)C(=O)OCC)=O tartaric acid diethyl ester (diethyl tartrate)